(R)-1-(3,3-difluoro-4-((4-(methoxy-d3)-5-(1-(2,2,2-trifluoroethyl)-1H-benzo[d][1,2,3]triazol-6-yl)pyrrolo[2,1-f][1,2,4]triazin-2-yl)amino)piperidin-1-yl)-2-hydroxyethan-1-one FC1(CN(CC[C@H]1NC1=NN2C(C(=N1)OC([2H])([2H])[2H])=C(C=C2)C=2C=CC1=C(N(N=N1)CC(F)(F)F)C2)C(CO)=O)F